bicycloheptane-2,3-dimethanol C1(C(C(CCCC1)CO)CO)C1CCCCCC1